The molecule is an acetate salt comprising equal numbers of acetate and thallium ions. It has a role as a neurotoxin and an apoptosis inducer. It is a thallium molecular entity and an acetate salt. It contains a thallium(1+). CC(=O)[O-].[Tl+]